Cl.C(CCCCC)NCCCNCCCN.C(CCCCC)NCCCNCCCN bis(N3-(3-(hexylamino)propyl)propane-1,3-diamine), hydrochloride salt